C(C)N1N(C2=NC(=NC=C2C1=O)NC=1C=C2C=NN(C2=CC1)C)C1=NC(=CC=C1)OC1CCNCC1 2-ethyl-6-(1-methyl-1H-indazol-5-ylamino)-1-[6-(4-piperidyloxy)-2-pyridyl]-1,2-dihydro-3H-1,2,5,7-tetraazainden-3-one